(R,Z)-N-(1-(4-fluorophenyl)ethyl)-3-phenyl-N-(2-(pyrrolidin-1-yl)ethyl)-3-(4-(trifluoromethoxy)phenyl)prop-2-en-1-amine FC1=CC=C(C=C1)[C@@H](C)N(C\C=C(/C1=CC=C(C=C1)OC(F)(F)F)\C1=CC=CC=C1)CCN1CCCC1